2,3-dihydroxybenzoic acid ethyl ester C(C)OC(C1=C(C(=CC=C1)O)O)=O